1,2,3-trithiepane S1SSCCCC1